1,2-Bis(2-aminophenoxy)ethaneN propan-2-yl-dihydrogenphosphate CC(C)OP(=O)(O)O.NC1=C(OC=COC2=C(C=CC=C2)N)C=CC=C1